P(=O)(O)(O)O[C@@H]1[C@@H](O)[C@H](O)[C@H](O)[C@@H](O1)C beta-L-fucose 1-phosphate